1H-benzo[d]imidazole-7-carbaldehyde N1C=NC2=C1C(=CC=C2)C=O